C(C)N([C@@H](C)C(=O)O)C1=C(C=C(C(=C1)F)F)I ethyl-(4,5-difluoro-2-iodophenyl)alanine